(R)-5'-chloro-N-(1-(4-fluorophenyl)ethyl)-[3,3'-bipyridin]-6-amine ClC=1C=C(C=NC1)C=1C=NC(=CC1)N[C@H](C)C1=CC=C(C=C1)F